N(=[N+]=[N-])[C@@H](COC(C1=CC=CC=C1)(C1=CC=CC=C1)C1=CC=CC=C1)[C@@H]([C@@H](CCCCCCCCCCCCCC)O)O (2S,3S,4R)-2-azido-1-(trityloxy)octadecane-3,4-diol